lithium 2-sulfo-1,3-propanediol S(=O)(=O)(O)C(CO)CO.[Li]